2-(6-amino-5-(8-(2-(4-hydroxybut-1-yn-1-yl)pyridin-4-yl)-3,8-diazabicyclo[3.2.1]oct-3-yl)pyridazin-3-yl)phenol NC1=C(C=C(N=N1)C1=C(C=CC=C1)O)N1CC2CCC(C1)N2C2=CC(=NC=C2)C#CCCO